(E)-5-(trifluoromethyl)aniline FC(C=1C=CC=C(N)C1)(F)F